1-(tert-Butyl) 3-methyl (3R)-4-(6-chloro-7-(2-fluoro-6-methoxyphenyl)-1-(2-isopropyl-4-methylpyridin-3-yl)-3-nitro-2-oxo-1,2-dihydro-1,8-naphthyridin-4-yl)piperazine-1,3-dicarboxylate ClC=1C=C2C(=C(C(N(C2=NC1C1=C(C=CC=C1OC)F)C=1C(=NC=CC1C)C(C)C)=O)[N+](=O)[O-])N1[C@H](CN(CC1)C(=O)OC(C)(C)C)C(=O)OC